N1CC(CCC1)NC1=NC=C(C(=N1)C1=CN=C2C(N=CC=CC=C21)=O)C(F)(F)F 3-{2-[(piperidin-3-yl)amino]-5-(trifluoromethyl)pyrimidin-4-yl}-9H-pyrrolo[2,3-c]azocin-9-one